FC(C=1N=CC=2N(C1)C(=CN2)C2=NC=CC(=N2)N2CC1C(CC2)CCN1S(=O)(=O)C)F 6-(Difluoromethyl)-3-(4-(1-(methylsulfonyl)octahydro-6H-pyrrolo[2,3-c]pyridin-6-yl)pyrimidin-2-yl)imidazo[1,2-a]pyrazine